Cl.N[C@H](C(=O)O)CC1CC=C(CC1)C1=CN=C2N1C=CN=C2O[C@@H](C(F)(F)F)C2=C(C=C(C=C2)Cl)N2N=C(C=C2)C (2S)-2-amino-3-(4-(8-((R)-1-(4-chloro-2-(3-methyl-1H-pyrazole-1-yl)phenyl)-2,2,2-trifluoroethoxy)imidazo[1,2-a]pyrazine-3-yl)cyclohex-3-ene-1-yl)propionic acid hydrochloride